1,1,1,2,3,4,4,4-octafluoro-2-butene FC(C(=C(C(F)(F)F)F)F)(F)F